Tert-Butyl 7-((6-((dimethylamino)methyl)-5-(tetrahydrofuran-3-yl)pyridin-2-yl)amino)-1-oxo-4-(4,4,5,5-tetramethyl-1,3,2-dioxaborolan-2-yl)isoindoline-2-carboxylate CN(C)CC1=C(C=CC(=N1)NC=1C=CC(=C2CN(C(C12)=O)C(=O)OC(C)(C)C)B1OC(C(O1)(C)C)(C)C)C1COCC1